C1(=CC=CC=C1)C1=CC=C(C=C1)C(C1=CC=CC=C1)=O p-phenylbenzophenone